C(C)(C)(C)OC(=O)NC\C=C(\CSC1=C(C(=O)O)C=CC=C1)/F (Z)-2-((4-((tert-butoxycarbonyl)amino)-2-fluorobut-2-en-1-yl)thio)benzoic acid